ClCCOCC 2-chloroethyl-ethyl-oxygen